[Si](C)(C)(C(C)(C)C)OC[C@](CCCC)(C)NC1=NC(=NC2=C1N=C(N=C2)NCC2=C(C=C(C=C2)OC)OC)Cl (R)-N8-(1-((tert-butyldimethylsilyl)oxy)-2-methylhex-2-yl)-6-chloro-N2-(2,4-dimethoxybenzyl)pyrimido[5,4-d]pyrimidine-2,8-diamine